5-(cyanomethyl)-8-(4-(1-(4-fluorophenyl)ethyl)piperazin-1-yl)-7-nitro-6-oxo-5,6-dihydro-1,5-naphthyridine-2-carbonitrile C(#N)CN1C=2C=CC(=NC2C(=C(C1=O)[N+](=O)[O-])N1CCN(CC1)C(C)C1=CC=C(C=C1)F)C#N